C(C)C=1C(NC=2C=C(C=NC2C1)CN1CCN(CC1)C=1C=CC(=NC1C)C(=O)N[C@H]1COCC1)=O (R)-5-(4-((7-ethyl-6-oxo-5,6-dihydro-1,5-naphthyridin-3-yl)methyl)piperazin-1-yl)-6-methyl-N-(tetrahydrofuran-3-yl)picolinamide